2-[[(2R,3S,4S,5S)-3-(3,4-Difluoro-2-methoxy-phenyl)-4,5-dimethyl-5-(trifluoromethyl)tetrahydrofuran-2-carbonyl]amino]pyridin-4-carboxamid FC=1C(=C(C=CC1F)[C@H]1[C@@H](O[C@@]([C@H]1C)(C(F)(F)F)C)C(=O)NC1=NC=CC(=C1)C(=O)N)OC